C(CC)OC1=CC=C(C=C1)C1=C(C=CC=C1)NC1=CC=C(C=C1)C1=NN=C(S1)NC(C)=O N-[5-(4-([2-(4-propoxyphenyl)phenyl]amino)phenyl)-1,3,4-thiadiazol-2-yl]acetamide